C1=CC=CC=2C3=CC=CC=C3C(C12)COC(=O)N([C@H](C(=O)[O-])CC=1C=NC(=CC1)N)C (S)-2-((((9H-fluoren-9-yl)methoxy)carbonyl)(methyl)amino)-3-(6-aminopyridin-3-yl)propanoate